(4-(tert-butyl)phenyl)propionic acid C(C)(C)(C)C1=CC=C(C=C1)C(C(=O)O)C